N[C@H](CC1=C(C=2N=C(N=C(C2S1)NCC=1OC=CC1)Cl)C)CCF 6-[(2S)-2-amino-4-fluorobutyl]-2-chloro-N-[(furan-2-yl)methyl]-7-methylthieno[3,2-d]pyrimidin-4-amine